C(C1=CC=CC=C1)OC([C@@H](NP(=O)(OC1=CC=CC=C1)OC1=C(C(=C(C(=C1F)F)F)F)F)C)=O ((perfluorophenoxy)(phenoxy)phosphoryl)-L-alanine benzyl ester